OCC1=CC=C(C=C1)C1C(NC(CC1)=O)=O 3-(4-(hydroxymethyl)phenyl)piperidine-2,6-dione